(2-azidoallyl) (2-methoxyphenyl) thioether COC1=C(C=CC=C1)SCC(=C)N=[N+]=[N-]